FC1=C(CNC(=O)C=2C(C(=C3N([C@@H]4C[C@@H](CCN(C3=O)C4)F)C2)O)=O)C=CC(=C1)F (5R,7R)-N-(2,4-difluorobenzyl)-5-fluoro-12-hydroxy-1,11-dioxo-1,4,5,6,7,11-hexahydro-3H-2,7-methanopyrido[1,2-a][1,4]diazonine-10-carboxamide